CN1CC=2C=CC(=NC2CC1)COC1=NNC=N1 ((6-methyl-5,6,7,8-tetrahydro-1,6-naphthyridin-2-yl)methoxy)-[1,2,4]triazole